ClC1=C(C=C(C(=O)NC2=C(C=C(C=C2)Cl)C)C=C1)S(NC1=C(C=C(C=C1)Cl)C)(=O)=O 4-chloro-N-(4-chloro-2-methylphenyl)-3-(N-(4-chloro-2-methylphenyl)sulfamoyl)benzamide